C1(CCCCC1)N1CN2C(SC1)=C(C(CC2=O)C2=CC=C(C=C2)OC)C#N 3-cyclohexyl-8-(4-methoxyphenyl)-6-oxo-3,4,7,8-tetrahydro-2H,6H-pyrido[2,1-b][1,3,5]thiadiazine-9-carbonitrile